NC1=NC=CC2=C(C=CC=C12)NC(=O)C1=NC=CN=C1NCC1CCN(CC1)C N-(1-aminoisoquinolin-5-yl)-3-(((1-methylpiperidin-4-yl)methyl)amino)pyrazine-2-carboxamide